1-(4-fluoro-2-(trifluoromethoxy)phenyl)ethan-1-ol FC1=CC(=C(C=C1)C(C)O)OC(F)(F)F